S1C(=CC=C1)C=1SC=CC1 2,2'-bithiophen